C(C)OC(=O)C1=NC(=C(N=C1)OC)C1=C(C(=CC=C1)Cl)Cl 6-(2,3-dichlorophenyl)-5-methoxypyrazine-2-carboxylic acid ethyl ester